(E)-1-benzyl-4-(3-(cyclopropylmethoxy)-4-(difluoromethoxy)styryl)pyridin-2(1H)-one C(C1=CC=CC=C1)N1C(C=C(C=C1)\C=C\C1=CC(=C(C=C1)OC(F)F)OCC1CC1)=O